[N+](=O)([O-])C1=CC=C(C=C1)SC(=CC(=O)NC1=CC=CC=C1)F 3-((4-nitrophenyl)thio)-3-fluoro-N-phenylacrylamide